N-oleyl-propylenediamine C(CCCCCCC\C=C/CCCCCCCC)NCC(C)N